Methyl (2,4-dicyanatophenyl) keton O(C#N)C1=C(C=CC(=C1)OC#N)C(=O)C